7-oxa-20-(oxiranylmethyl)-3,20-diazadispiro[5.1.11.2]henicosan-21-one O1C(C1)CN1C2(OC3(CCNCC3)C1=O)CCCCCCCCCCC2